CYANOBENZAMIDE C(#N)C1=C(C(=O)N)C=CC=C1